ClC1=C(C=CC=C1)\C=C(\C(=O)N1CCC(CC1)C(=O)OCC)/CSC1=CC=CC=C1 ethyl (Z)-1-(3-(2-chlorophenyl)-2-((phenylthio)methyl)acryloyl)piperidine-4-carboxylate